FC(C(C(F)(F)F)(O)C1=CC=C(C#N)C=C1)(F)F 4-(1,1,1,3,3,3-hexafluoro-2-hydroxypropan-2-yl)benzonitrile